[Pt+2].C(C(=O)[O-])(=O)[O-] oxalate platinum(II)